N-acryloyl-N-ethyl-β-alanine methyl ester COC(CCN(CC)C(C=C)=O)=O